[B].[Ge] germanium-boron